COC1=CC2=C(N=C(S2)/C=C/C2=C(C(N3N2C(=C(C3=O)C)C)=O)C)C=C1 (E)-3-(2-(6-methoxybenzo[d]thiazol-2-yl)vinyl)-2,5,6-trimethyl-1H,7H-pyrazolo[1,2-a]pyrazole-1,7-dione